CN(C(CC=1C=C(C=CC1OC)N(C(OC(C)(C)C)=O)C)=O)C tert-butyl (3-(2-(dimethylamino)-2-oxoethyl)-4-methoxyphenyl)(methyl)carbamate